1-(5-fluoro-2-{3-[4-(morpholine-4-carbonyl)-piperazin-1-yl]-phenylamino}-pyrimidin-4-yl)-1H-indole-3-carboxylic acid amide FC=1C(=NC(=NC1)NC1=CC(=CC=C1)N1CCN(CC1)C(=O)N1CCOCC1)N1C=C(C2=CC=CC=C12)C(=O)N